dimethyl N-(3-trimethoxysilyl-propyl)-aminosuccinate CO[Si](CCCNC(C(=O)OC)CC(=O)OC)(OC)OC